FC=1C=C(C=C(C1CN1CCOCC1)F)C=1C=CC=C2N=CC(=NC12)C=1C=NN(C1)C1CCN(CC1)C(CCCCCNC1=CC=C2CN(C(C2=C1)=O)C1C(NC(CC1)=O)=O)=O 3-(6-((6-(4-(4-(8-(3,5-difluoro-4-(morpholinomethyl)phenyl)quinoxalin-2-yl)-1H-pyrazol-1-yl)piperidin-1-yl)-6-oxohexyl)amino)-1-oxoisoindolin-2-yl)piperidine-2,6-dione